BrC=1C=C2C=CN(C2=CC1F)CC(C)(O)C 1-(5-bromo-6-fluoro-indol-1-yl)-2-methyl-propan-2-ol